[N+](=O)([O-])CCCCC 1-nitropentane